COC1CCC(CC1)COC1=C(C=C(C=C1)S(=O)(=O)NC(C1=CC=CC=C1)=O)[N+](=O)[O-] N-((4-(((1s,4s)-4-methoxycyclohexyl)methoxy)-3-nitrophenyl)sulfonyl)benzamide